CCCCC/C=C\C/C=C\C/C=C\CCCCCCC(=O)OC[C@H](COP(=O)(O)OC[C@H](CO)O)OC(=O)CCCCC/C=C\C/C=C\C/C=C\C/C=C\CCCCC 1-(8Z,11Z,14Z-eicosatrienoyl)-2-(7Z,10Z,13Z,16Z-docosatetraenoyl)-glycero-3-phospho-(1'-sn-glycerol)